6-methoxy-N-(6-methoxypyridin-2-yl)-2-(tetrahydrofuran-3-yl)-2H-indazole-5-carboxamide COC=1C(=CC2=CN(N=C2C1)C1COCC1)C(=O)NC1=NC(=CC=C1)OC